Benzenetricarbonyl chloride m-Tolyl-3-(N-(2-oxo-2-((2-(phenylthio)phenyl)amino)ethyl)methylsulfonamido)benzoate C1(=C(C=CC=C1)C1(CC(C(=O)O)=CC=C1)N(S(=O)(=O)C)CC(NC1=C(C=CC=C1)SC1=CC=CC=C1)=O)C.C1(=C(C(=CC=C1)C(=O)Cl)C(=O)Cl)C(=O)Cl